12-(benzyloxy)-3,3-dimethyl-7-oxo-2,3,3a,14a-tetrahydro-1H,7H-cyclopenta[5,6]pyrido[2',1':3,4]pyrazino[1,2-b]indazole-6-carboxylic acid ethyl ester C(C)OC(=O)C=1C(C=C2N(C3C(N4N=C5C(=CC=CC5=C42)OCC4=CC=CC=C4)CCC3(C)C)C1)=O